(1-(2,6-Dimethoxyphenyl)-2-(6-ethoxypyridin-2-yl)-1H-imidazo[4,5-b]pyrazin-6-yl)oxetan-3-sulfonamide COC1=C(C(=CC=C1)OC)N1C(=NC=2C1=NC(=CN2)C2OCC2S(=O)(=O)N)C2=NC(=CC=C2)OCC